hydroxycinnamic acid methyl ester COC(C(=CC1=CC=CC=C1)O)=O